C1=CC=CC=2C3=CC=CC=C3C(C12)COC(=O)NC1(CC(C1)=O)C(=O)OCC1=CC=CC=C1 benzyl 1-((((9H-fluoren-9-yl) methoxy) carbonyl) amino)-3-oxocyclobutanecarboxylate